[(6-Bromo-1-methylindazol-3-yl)amino]propanoic acid BrC1=CC=C2C(=NN(C2=C1)C)NC(C(=O)O)C